2-[1-[2-(difluoromethyl)-4-[(2,6-dioxo-3-piperidyl)amino]phenyl]-4-hydroxy-4-piperidyl]acetic acid hydrochloride Cl.FC(C1=C(C=CC(=C1)NC1C(NC(CC1)=O)=O)N1CCC(CC1)(O)CC(=O)O)F